tert-butyl-2-(3-(4-chlorophenoxy)benzyl)-2,7-diazaspiro[3.5]nonane C(C)(C)(C)C1N(CC12CCNCC2)CC2=CC(=CC=C2)OC2=CC=C(C=C2)Cl